N-(4-(2-chlorophenyl)thiazol-2-yl)-5-(tetrahydro-2H-pyran-4-yl)picolinamide ClC1=C(C=CC=C1)C=1N=C(SC1)NC(C1=NC=C(C=C1)C1CCOCC1)=O